C(C)OC(CC1=C(C=CC=C1)C)=O ethyl-2-(2-methyl phenyl)acetate